tin 2-propanesulfonate CC(C)S(=O)(=O)[O-].[Sn+4].CC(C)S(=O)(=O)[O-].CC(C)S(=O)(=O)[O-].CC(C)S(=O)(=O)[O-]